4-{4-[(3-bromo-2-hydroxyphenyl)methyl]piperazin-1-yl}-6-chloro-1-methyl-2-oxo-1,2-dihydro-1,5-naphthyridine-3-carbonitrile BrC=1C(=C(C=CC1)CN1CCN(CC1)C1=C(C(N(C2=CC=C(N=C12)Cl)C)=O)C#N)O